1,9-bis(4-aminophenoxy)nonane NC1=CC=C(OCCCCCCCCCOC2=CC=C(C=C2)N)C=C1